phenylalanyl-prolyl-selenomethionine N[C@@H](CC1=CC=CC=C1)C(=O)N1[C@@H](CCC1)C(=O)N[C@@H](CC[Se]C)C(=O)O